(2-methyl-4-(3-((1,1,1-trifluoropropan-2-yl)oxy)azetidin-1-yl)phenyl)(4-(5-methyloxazolo[4,5-b]pyridin-2-yl)piperazin-1-yl)methanone CC1=C(C=CC(=C1)N1CC(C1)OC(C(F)(F)F)C)C(=O)N1CCN(CC1)C=1OC=2C(=NC(=CC2)C)N1